ClC1=CC=C2C(=NC(N(C2=C1)C1=CC=CC=C1)=O)NC1=CC=NC=C1 7-Chloro-1-phenyl-4-(pyridin-4-ylamino)quinazolin-2(1H)-one